N-[2-(2-bromo-5-fluorophenyl)ethyl]-2,2,2-trifluoroacetamide BrC1=C(C=C(C=C1)F)CCNC(C(F)(F)F)=O